butyl cis-2-(biphenyl-3-ylmethyl)-3-((methylsulfonyl)amino)piperidine-1-carboxylate C1(=CC(=CC=C1)C[C@@H]1N(CCC[C@@H]1NS(=O)(=O)C)C(=O)OCCCC)C1=CC=CC=C1